(R)-3-chloro-4-(3-(cyclobutyl(methyl)amino)-3-methylpyrrolidin-1-yl)-N-(2,4-dimethoxybenzyl)-2,6-difluoro-N-(6-fluoropyridin-2-yl)benzenesulfonamide ClC=1C(=C(C(=CC1N1C[C@](CC1)(C)N(C)C1CCC1)F)S(=O)(=O)N(C1=NC(=CC=C1)F)CC1=C(C=C(C=C1)OC)OC)F